C(C)(C)(C)C1=CC=C(C=C1)NC1CCC(CC1)CCC(=O)O 3-(4-((4-(tert-butyl)phenyl)amino)cyclohexyl)propanoic acid